FC(C=1C=C(C#N)C=CC1S(=O)(=O)N1C[C@]([C@H](C1)S(=O)(=O)C1=CC=C(C=C1)C(F)(F)F)(CO)O)F 3-(difluoromethyl)-4-(((3R,4S)-3-hydroxy-3-(hydroxymethyl)-4-((4-(trifluoromethyl)phenyl)sulfonyl)pyrrolidin-1-yl)sulfonyl)benzonitrile